2,3,4,5,6-pentafluorophenyl 5-[(diethoxyphosphoryl)difluoromethyl]-1-benzothiophene-2-carboxylate C(C)OP(=O)(OCC)C(C=1C=CC2=C(C=C(S2)C(=O)OC2=C(C(=C(C(=C2F)F)F)F)F)C1)(F)F